NC1=CC(=C(C=N1)C1CCN(CC1)C(=O)C1=NC=C(C(=C1)OC)OCCC1CC1)OC (6-Amino-4-methoxy-3',4',5',6'-tetrahydro-2'H-[3,4']bipyridinyl-1'-yl)-[5-(2-cyclopropyl-ethoxy)-4-methoxy-pyridin-2-yl]-methanone